C(C)(C)(C)OC(=O)N1CC(CC1)CN(C)C(C)C 3-((isopropyl-(methyl)amino)methyl)pyrrolidine-1-carboxylic acid tert-butyl ester